CC=1OC(=CN1)C(=O)NCC1=CC=C(C=C1)NC(OCC1=CC=C(C=C1)Cl)=O 4-chlorobenzyl (4-((2-methyloxazole-5-carboxamido)meth-yl)phenyl)carbamate